O=CC(COC(C1=CC=CC=C1)=O)C1=CC=CC=C1.C(C1=CC=CC=C1)(=O)O benzoic acid 3-oxo-2-phenylpropyl-benzoate